4-hydroxy-N,N-dimethyl-benzenesulfonamide OC1=CC=C(C=C1)S(=O)(=O)N(C)C